C(C)OC=1C=C(C=2N(C1)N=CC2C#N)C=2C=NC(=CC2)N2CCN(CC2)C(C2=CC(=C(C=C2)C)C#C)=O 6-ethoxy-4-(6-(4-(3-ethynyl-4-methylbenzoyl)piperazin-1-yl)pyridin-3-yl)pyrazolo[1,5-a]pyridine-3-carbonitrile